C(#N)[C@H](CC1=CC=C(C=C1)C=1C=CC2=C(N(C(O2)=O)C)C1)NC(=O)[C@@H]1OC2CCNC1C2 (7R)-N-((S)-1-cyano-2-(4-(3-methyl-2-oxo-2,3-dihydrobenzo[d]oxazol-5-yl)phenyl)ethyl)-6-oxa-2-azabicyclo[3.2.1]octane-7-amide